rel-(S)-7-(5-(7-Ethyl-7H-imidazo[4,5-c]pyridazin-4-yl)-2-fluorophenyl)-6-methoxy-2-(methoxymethyl)-4-methyl-2H-benzo[b][1,4]oxazin-3(4H)-one C(C)N1C=NC2=C1N=NC=C2C=2C=CC(=C(C2)C=2C(=CC1=C(O[C@H](C(N1C)=O)COC)C2)OC)F |o1:23|